8-(1-benzyl-1H-pyrazol-4-yl)-2-(4-methyl-piperazin-1-yl)-1-propyl-1,7-dihydro-purin-6-one C(C1=CC=CC=C1)N1N=CC(=C1)C1=NC=2N=C(N(C(C2N1)=O)CCC)N1CCN(CC1)C